(R)-2-(8-(3-(2-hydroxypropan-2-yl)pyrrolidin-1-yl)pyrido[2,3-d]pyridazin-5-yl)-5-(trifluoromethyl)phenol OC(C)(C)[C@H]1CN(CC1)C=1N=NC(=C2C1N=CC=C2)C2=C(C=C(C=C2)C(F)(F)F)O